trans-4-[[(2-amino-3,5-dibromophenyl)methylene]amino]cyclohexanol NC1=C(C=C(C=C1Br)Br)C=N[C@@H]1CC[C@H](CC1)O